6-fluoro-7-(2-fluoro-6-hydroxyphenyl)-1-(2-methylnaphthalen-1-yl)pyrido[2,3-d]pyrimidin-2(1H)-one FC1=CC2=C(N(C(N=C2)=O)C2=C(C=CC3=CC=CC=C23)C)N=C1C1=C(C=CC=C1O)F